N=1C=NN2C1CNCC2 5H,6H,7H,8H-[1,2,4]triazolo[1,5-a]pyrazine